ClC1=CC=C(C=C1)[C@@]1(N(C(C2=CC(=CC(=C12)F)C(CC)(O)C1(CCN(CC1)C)F)=O)CC1=NC=C(C=N1)C#N)OC 2-{[(1R)-1-(4-chlorophenyl)-7-fluoro-5-[1-(4-fluoro-1-methylpiperidin-4-yl)-1-hydroxypropyl]-1-methoxy-3-oxo-2,3-dihydro-1H-isoindol-2-yl]methyl}pyrimidine-5-carbonitrile